O(C1=CC=CC=C1)C1=CC=C(CN2CCCC3=CC(=CC=C23)C(=O)O)C=C1 1-(4-phenoxybenzyl)-1,2,3,4-tetrahydroquinoline-6-carboxylic acid